C1=C(C=CC=2CCCCC12)OC([C@H](C)N=P(=O)OC1=C(C=CC=C1)OCC=1C=NC(=C(C1C=O)O)C)=O (2S)-2-(((4-formyl-5-hydroxy-6-methylpyridin-3-yl)methoxy)(phenoxy)phosphorylamino)propionic acid 5,6,7,8-tetrahydronaphthalen-2-yl ester